(3-(3-(methoxy-d3)oxetan-3-yl)phenyl)(5-(4-(trifluoromethyl)phenyl)hexahydropyrrolo[3,4-c]pyrrol-2(1H)-yl)methanone C(OC1(COC1)C=1C=C(C=CC1)C(=O)N1CC2CN(CC2C1)C1=CC=C(C=C1)C(F)(F)F)([2H])([2H])[2H]